C[Si](N1[Si](CCC1)(OC)OC)(C)C 1-trimethylsilyl-2,2-dimethoxy-1-aza-2-silacyclopentane